benzyl 5-hydroxy-6-iodo-2-azabicyclo[2.2.0]hexane-2-carboxylate OC1C2CN(C2C1I)C(=O)OCC1=CC=CC=C1